(S)-6-(1-(trifluoromethyl)cyclopropyl)-5,6,7,8-tetrahydrothieno[2,3-b]quinoline-2-carboxylic acid FC(C1(CC1)[C@@H]1CC=2C=C3C(=NC2CC1)SC(=C3)C(=O)O)(F)F